4-(bromo(3,4-dichlorophenyl)methyl)piperidine tert-butyl-3-bromo-6-((2,2,2-trifluoroethoxy)methyl)-2-(methoxymethoxy)benzoate C(C)(C)(C)OC(C1=C(C(=CC=C1COCC(F)(F)F)Br)OCOC)=O.BrC(C1CCNCC1)C1=CC(=C(C=C1)Cl)Cl